C(C)N(C(=O)[C@H]1CN([C@@H]2CC=3C4=C(C2=C1)C=CC=C4NC3)CC3=CC=C(C=C3)OC)CC (6aR,9R)-N,N-diethyl-7-(4-methoxybenzyl)-4,6,6a,7,8,9-hexahydroindolo[4,3-fg]quinoline-9-carboxamide